C1(CC1)C1=NN(C(=C1C(F)(F)F)C(=O)NC1=CC(=NC=C1)S(=O)(=N)C)CC1C2C(C2C1)(F)F 3-cyclopropyl-1-((5,5-difluorobicyclo[2.1.0]pentan-2-yl)methyl)-N-(2-(S-methylsulfonimidoyl)pyridin-4-yl)-4-(trifluoromethyl)-1H-pyrazole-5-carboxamide